C1=CC(=CC=2OC3=C(C21)C=CC=C3)C3=NC(=NC(=N3)C3=CC=CC=C3)C3=CC=C(C=C3)C3=NC(=C(N=C3C3=CC=CC=C3)C3=CC=CC=C3)C3=CC=CC=C3 2-(Dibenzo[b,d]furan-3-yl)-4-phenyl-6-(4-(3,5,6-triphenylpyrazin-2-yl)phenyl)-1,3,5-triazine